NC1C(N(C=2N(CC1)N=C(C2)C2(CC2)F)C)=O 6-amino-2-(1-fluorocyclopropyl)-4-methyl-7,8-dihydro-6H-pyrazolo[1,5-a][1,3]diazepin-5-one